FC(CC1=C(C=CC(=C1)C)S(=O)(=O)[O-])(CC1=C(C=CC(=C1)C)S(=O)(=O)[O-])F 2,2-difluoropropane-1,3-diylbis(4-methylbenzene-1-sulfonate)